3-(4-isopropylpiperazin-1-yl)benzene-1,2-diamine C(C)(C)N1CCN(CC1)C1=C(C(=CC=C1)N)N